3-((((2R,3R,4R,5S)-3,4-dihydroxy-5-((6-(trifluoromethyl)pyrazin-2-yl)amino)tetrahydro-2H-pyran-2-yl)methyl)amino)-3-oxopropanoic acid O[C@H]1[C@H](OC[C@@H]([C@H]1O)NC1=NC(=CN=C1)C(F)(F)F)CNC(CC(=O)O)=O